ethylenediamine iodine salt [I].C(CN)N